C(C)OC(CC[C@@H]1CN(CCC1)C(=O)OC(C)(C)C)=O tert-Butyl (3R)-3-(3-ethoxy-3-oxo-propyl)piperidine-1-carboxylate